FC=1C(=NC(=NC1)NC1CCN(CC1)S(=O)(=O)C)C1=CN=C2N1C=CC=C2 5-Fluoro-4-(imidazo[1,2-a]pyridin-3-yl)-N-(1-(methylsulfonyl)piperidin-4-yl)pyrimidin-2-amine